C(C)(C)(C)OC(=O)N1CCC(CC1)C=1C(=C2C(=CNC2=CC1)C(C)C)F 4-(4-fluoro-3-isopropyl-1H-indol-5-yl)piperidine-1-carboxylic acid tert-butyl ester